Cyclopropyl(4,5,8-trichloro-2-(pyrimidin-5-ylsulfinyl)quinolin-3-yl)methan-1-one C1(CC1)C(=O)C=1C(=NC2=C(C=CC(=C2C1Cl)Cl)Cl)S(=O)C=1C=NC=NC1